CS(=O)(=O)C1=CC=C(OC[C@H]2C[C@H](N(C2)[C@H]2CCC=3C=CC(=CC3C2)C#N)C)C=C1 (7S)-7-[(2R,4S)-4-[(4-methanesulfonylphenoxy)methyl]-2-methylpyrrolidin-1-yl]-5,6,7,8-tetrahydronaphthalene-2-carbonitrile